(R)-N'-(tricyclo[6.2.0.03,6]deca-1,3(6),7-trien-2-ylcarbamoyl)-2,3-dihydropyrazolo[5,1-b]oxazole-7-sulfonimidamide C12=C(C=3CCC3C=C2CC1)NC(=O)N=[S@](=O)(N)C=1C=NN2C1OCC2